3-oxo-1',2',3',4',8',9',10',11'-octahydro-3H-dispiro[isobenzofuran-1,6'-silino[3,2-g:5,6-g']diquinoline-13',1''-silinane]-6-carboxylic acid O=C1OC2(C=3C=C4CCCNC4=CC3[Si]3(CCCCC3)C3=C2C=C2CCCNC2=C3)C3=CC(=CC=C13)C(=O)O